NNC1=C(C=CC=C1)C amino-2-methylaniline